C1(CCCC1)N1C2=NC(=NC=C2N=C1NC1=CC=CC=C1)NC1=CC=C(C=C1)N1CCC(CC1)N1CCN(CC1)CC=1C=C2C(N(C(C2=CC1F)=O)C1C(NC(CC1)=O)=O)=O 5-((4-(1-(4-((9-cyclopentyl-8-(phenylamino)-9H-purin-2-yl)amino)phenyl)piperidin-4-yl)piperazin-1-yl)methyl)-2-(2,6-dioxopiperidin-3-yl)-6-fluoroisoindoline-1,3-dione